((1H-pyrazol-3-yl)methyl)-6-(pyridin-2-ylsulfonyl)phthalazin-1(2H)-one N1N=C(C=C1)CN1C(C2=CC=C(C=C2C=N1)S(=O)(=O)C1=NC=CC=C1)=O